ClC1=C(C=CC=C1)C1=CC(OC2=CC(=CC=C12)O[C@@H](C(N1CC2CCC(C1)N2C2=CC=CC=C2)=C=O)C)=O 4-(2-chlorophenyl)-7-(((2R)-1-carbonyl-1-(8-phenyl-3,8-diazabicyclo[3.2.1]oct-3-yl)propan-2-yl)oxy)-2H-chromen-2-one